6-Chloro-5-(2-fluorophenyl)-7-iodo-1,3-dihydro-1,4-benzodiazepine-2-One ClC1=C(C=CC2=C1C(=NCC(N2)=O)C2=C(C=CC=C2)F)I